di-tert-butyl(1-methyl-2,2-diphenylcyclopropyl)phosphane C(C)(C)(C)P(C1(C(C1)(C1=CC=CC=C1)C1=CC=CC=C1)C)C(C)(C)C